chloro-2-((1-methyl-1H-pyrazol-4-yl)oxy)pyridin ClC=1C(=NC=CC1)OC=1C=NN(C1)C